CN1C(NC(C1)C(=O)NCC1=CC=C(C=C1)NC1=CC=C(C=C1)N1CCC(CC1)C(F)(F)F)=O 1-Methyl-2-oxo-N-(4-((4-(4-(trifluoromethyl)piperidin-1-yl)phenyl)amino)benzyl)imidazolidine-4-carboxamide